Tert-butyl 3-[7-[3-[tert-butyl(dimethyl)silyl]oxy-1-naphthyl]-8-fluoro-2-methylsulfinyl-pyrido[4,3-d]pyrimidin-4-yl]-3,8-diazabicyclo[3.2.1]octane-8-carboxylate [Si](C)(C)(C(C)(C)C)OC=1C=C(C2=CC=CC=C2C1)C1=C(C=2N=C(N=C(C2C=N1)N1CC2CCC(C1)N2C(=O)OC(C)(C)C)S(=O)C)F